C(C)(C)(C)C1=CC=CC2=C(C3=CC=CC=C3C(=C12)OC(=O)CCC)OC(=O)CCC 1-tert-butyl-9,10-bis(n-propylcarbonyloxy)anthracene